N-benzyl-3-[[(2S)-1-(1H-indole-2-carbonyl)pyrrolidin-2-yl]formamido]-2-oxo-4-[(3S)-2-oxopyrrolidin-3-yl]butanamide C(C1=CC=CC=C1)NC(C(C(C[C@H]1C(NCC1)=O)NC(=O)[C@H]1N(CCC1)C(=O)C=1NC2=CC=CC=C2C1)=O)=O